C1N(CCC2=CC=CC=C12)[C@H]1[C@@H](CN(CC1)C(=O)C1=NC(=NC(=C1)NC1CCNCC1)OC(C)C)O ((3R,4R)-4-(3,4-dihydroisoquinolin-2(1H)-yl)-3-hydroxypiperidin-1-yl)(2-isopropoxy-6-(piperidin-4-ylamino)pyrimidin-4-yl)methanone